FC1=CC(=C(C=C1[N+](=O)[O-])NC(C)=O)O N-(4-fluoro-2-hydroxy-5-nitrophenyl)acetamide